(R)-5-chloro-6-((tetrahydrofuran-3-yl)oxy)pyridin-2-amine ClC=1C=CC(=NC1O[C@H]1COCC1)N